(4R)-4-(aminomethyl)-N-(2-fluorophenyl)-N-methyl-3,4-dihydro-2H-1-benzopyran-7-amine NC[C@@H]1CCOC2=C1C=CC(=C2)N(C)C2=C(C=CC=C2)F